C(C1=CC=CC=C1)OC(=O)N1[C@@H](C(NC=C1)=O)C (R)-2-methyl-3-oxo-3,4-dihydropyrazine-1(2H)-carboxylic acid benzyl ester